1,3-Di(methylen)benzol C=C1CC(CC=C1)=C